tris(2,2'-bipyrazine) ruthenium [Ru].N1=C(C=NC=C1)C1=NC=CN=C1.N1=C(C=NC=C1)C1=NC=CN=C1.N1=C(C=NC=C1)C1=NC=CN=C1